ClC=1C=CC(=C(C1)O)C=1OC(=C(N1)CCC(C1=CC(=C(C=C1)OCCO)C)O)C(C)C 5-chloro-2-(4-(3-hydroxy-3-(4-(2-hydroxyethoxy)-3-methylphenyl)propyl)-5-isopropyloxazol-2-yl)phenol